C1(CCCCC1)NC(=O)C(C)N(C(OC(C)(C)C)=O)C tert-butyl N-[1-(cyclohexylcarbamoyl)ethyl]-N-methylcarbamate